CC=1N=C2N(N=C(C=C2C)C(=O)NC2=C3C=CC=NC3=C(C=C2)N2C[C@H](N([C@H](C2)C)C(=O)OC(C)(C)C)C)C1 tert-butyl (2R,6S)-4-[5-[(2,8-dimethylimidazo[1,2-b]pyridazine-6-carbonyl)amino]-8-quinolyl]-2,6-dimethyl-piperazine-1-carboxylate